N1CC(C1)N1N=C(C(=C1)NC(=O)C=1N=C(SC1)C=1C=NNC1)C1=NC=CC=C1 N-{1-(Azetidin-3-yl)-3-(pyridine-2-yl)-1H-pyrazol-4-yl}-2-(1H-pyrazol-4-yl)thiazole-4-carboxamide